C(C)(C)(C)NC=1C2=C(N=C(N1)Cl)N(C(=C2)C)S(=O)(=O)C2=CC=C(C)C=C2 N-(tert-butyl)-2-chloro-6-methyl-7-tosyl-7H-pyrrolo[2,3-d]pyrimidin-4-amine